(S)-leucine methyl ester hydrochloride Cl.COC([C@@H](N)CC(C)C)=O